BrC1=C(COC2=C3C(C=C(OC3=CC=C2)C(=O)O)=O)C=CC(=C1)Br 5-((2,4-dibromobenzyl)oxy)-4-oxo-4H-chromene-2-carboxylic acid